O=C1N(C[C@H]1CCCC1=NC=2NCCCC2C=C1)CCC(=O)O 3-((R)-2-oxo-3-(3-(5,6,7,8-tetrahydro-1,8-naphthyridin-2-yl)propyl)azetidin-1-yl)propionic acid